4,6-dichloro-3-ethyl-1-methyl-1H-pyrazolo[3,4-d]pyrimidine ClC1=C2C(=NC(=N1)Cl)N(N=C2CC)C